C(#N)C=1C=C(C=C(C1)F)CC(=O)NNC(C(=O)OCC)=N ethyl 2-(2-(2-(3-cyano-5-fluorophenyl) acetyl) hydrazino)-2-iminoacetate